C(=CC)N1CC(CCC1)C=1N=C(N2C(=NC=CC21)N)C2=C(C=C(C(=O)NC1=NC=CC=C1)C=C2)Cl 4-(1-(1-propenylpiperidin-3-yl)-5-aminoimidazo[1,5-c]pyrimidin-3-yl)-3-chloro-N-(pyridin-2-yl)benzamide